N[C@H](C=1N=C2N(N=C(C(=C2)N(C)C)CC2(C(NCC(C2)(F)F)=O)C(=O)OC)C1)C1CCC(CC1)(F)F methyl 3-((2-((S)-amino(4,4-difluorocyclohexyl)methyl)-7-(dimethylamino)imidazo[1,2-b]pyridazin-6-yl)methyl)-5,5-difluoro-2-oxopiperidine-3-carboxylate